C(#C)C=1C(=CC=C2C=CC=C(C12)C1=C(C=2N=C(N=C(C2C=N1)N1CCCOC2CC12)OC[C@]12CCCN2C[C@@H](C1)F)F)F 6-(7-(8-ethynyl-7-fluoronaphthalen-1-yl)-8-fluoro-2-(((2R,7aS)-2-fluorotetrahydro-1H-pyrrolizin-7a(5H)-yl)methoxy)pyrido[4,3-d]pyrimidin-4-yl)-2-oxa-6-azabicyclo[5.1.0]octane